5-[1-(3-bromophenyl)cyclobutyl]-4-methyl-1,2,4-triazole-3-thiol BrC=1C=C(C=CC1)C1(CCC1)C=1N(C(=NN1)S)C